(3-{5-[cis-3-Hydroxycyclobutyl]-4,5-dihydro-1,2-oxazol-3-yl}bicyclo[1.1.1]pent-1-yl)carbamic acid tert-butyl ester C(C)(C)(C)OC(NC12CC(C1)(C2)C2=NOC(C2)[C@@H]2C[C@@H](C2)O)=O